CC1CCC1 3-methyl-cyclobutan